racemic-tert-butyl N-[[8-(4-cyanophenyl)chroman-4-yl]methyl]carbamate C(#N)C1=CC=C(C=C1)C=1C=CC=C2[C@@H](CCOC12)CNC(OC(C)(C)C)=O |r|